ClC1=CC=C(C=C1)C1(CCC1)OC(/C=C/C(=O)O)=O (E)-4-(1-(4-chlorophenyl)cyclobutoxy)-4-oxobut-2-enoic acid